2'-((1,6-naphthyridin-2-yl)oxy)-3'-chloro-[1,1'-biphenyl] N1=C(C=CC2=CN=CC=C12)OC1=C(C=CC=C1Cl)C1=CC=CC=C1